C(=C)OCC(C(=O)OC(C)(C)C)=C t-butyl α-vinyloxymethylacrylate